(1S,2S)-N-(6-(7-(1-(2H-tetrazol-2-yl)ethyl)-5-chloro-6-fluoro-1H-indazol-4-yl)imidazo[1,2-a]pyridin-2-yl)-2-fluorocyclopropane-1-carboxamide N=1N(N=NC1)C(C)C=1C(=C(C(=C2C=NNC12)C=1C=CC=2N(C1)C=C(N2)NC(=O)[C@H]2[C@H](C2)F)Cl)F